N1N=CC=C1C(=O)O[C@]1(C(C(=C2C=C(N(C=C2C1=O)NC(C1=CC=NC=C1)=O)\C=C\C(=C\[C@H](CC)C)\C)Cl)=O)C (R)-5-chloro-3-((S,1E,3E)-3,5-dimethylhepta-1,3-dien-1-yl)-2-(isonicotinamido)-7-methyl-6,8-dioxo-2,6,7,8-tetrahydroisoquinolin-7-yl 1H-pyrazole-5-carboxylate